(2S,3R)-3-(3-chlorophenyl)-2-methylbutanoic acid ClC=1C=C(C=CC1)[C@@H]([C@@H](C(=O)O)C)C